3-(1,3-dithian-2-yl)-5-fluoro-4-hydroxybenzoic acid S1C(SCCC1)C=1C=C(C(=O)O)C=C(C1O)F